C(CC(C)C)C1CCCCCCCNCCCCCCCC1 9-isoamyl-1-azacycloheptadecane